((1S*,3R*)-3-cyano-cyclopentyl)-(4-methyl-benzyl)-amide C(#N)[C@H]1C[C@H](CC1)[N-]CC1=CC=C(C=C1)C |o1:2,4|